C(C)(=O)O[C@@H]1[C@H]([C@H](SCC)O[C@@H]([C@H]1OC(C)=O)COC(C)=O)N1C(C=2C(C1=O)=CC=CC2)=O Ethyl 3,4,6-tri-O-acetyl-2-deoxy-2-phthalimido-1-thio-β-D-glucopyranoside